C(#N)C1=CC=C(CSC=2NC(=NN2)NC(=O)C=2NC(=CC2)\C=C\2/C(NC3=CC=CC=C23)=O)C=C1 (Z)-N-(5-((4-cyanobenzyl)thio)-4H-1,2,4-triazol-3-yl)-5-((2-oxoindolin-3-ylidene)methyl)-1H-pyrrole-2-carboxamide